CN[C@@H]1CC[C@@H](C2=CC=CC=C12)C1=CC=C(C=C1)Cl cis-N-methyl-4-(4-chlorophenyl)-1,2,3,4-tetrahydro-1-naphthalenamine